N1(N=NC2=C1C=CC=C2)OC2=NC1=CC=C(C(=C1C=N2)Cl)N ((1H-benzo[d][1,2,3]triazol-1-yl)oxy)-5-chloroquinazolin-6-amine